N-sulfobutyl-3-methylpyridine p-toluenesulfonate CC1=CC=C(C=C1)S(=O)(=O)O.S(=O)(=O)(O)CCCCN1CC(=CC=C1)C